(1-(4-chlorophenyl)cyclopropyl)methanamine ClC1=CC=C(C=C1)C1(CC1)CN